N1=CNC2=NC=CC(=C21)C=2C=NN(C2)C2=CC=C(C=N2)C(C(F)(F)F)(CN2CCOCC2)O (6-(4-(3H-imidazo[4,5-b]pyridin-7-yl)-1H-pyrazol-1-yl)pyridin-3-yl)-1,1,1-trifluoro-3-morpholinopropan-2-ol